(R)-4-((2-(((5,6-difluoropyridin-2-yl)(1-methylcyclopentyl)methyl)amino)-3,4-dioxocyclobut-1-en-1-yl)amino)-3-hydroxy-N,N-dimethylpicolinamide FC=1C=CC(=NC1F)[C@@H](C1(CCCC1)C)NC1=C(C(C1=O)=O)NC1=C(C(=NC=C1)C(=O)N(C)C)O